OCS(=O)(=O)[O-].[K+] potassium hydroxymethanesulfonate